N1N=CC(=C1)C=1C2=C(C(=NC1)NCC=1C=C(C(=O)NC=3C=NN(C3)CCN(C)C)C=CC1)CCO2 3-(((7-(1H-pyrazol-4-yl)-2,3-dihydrofuro[3,2-c]pyridin-4-yl)amino)methyl)-N-(1-(2-(dimethylamino)ethyl)-1H-pyrazol-4-yl)benzamide